di(n-hexyl)cyclobutane C(CCCCC)C1(CCC1)CCCCCC